Spiro[bicyclo[3.1.0]hexane-2,2'-[1,3]dithiolan]-3-one S1C2(SCC1)C1CC1CC2=O